1-(tert-butyl) 2-methyl (2S,4R)-2-(3-chloropropyl)-4-(fluorosulfonyl)pyrrolidine-1,2-dicarboxylate ClCCC[C@@]1(N(C[C@@H](C1)S(=O)(=O)F)C(=O)OC(C)(C)C)C(=O)OC